3-{6-[(Z)-2-(4-methoxyphenyl)vinyl]-[1,3]oxazolo[5,4-b]pyridin-2-yl}pyridine COC1=CC=C(C=C1)\C=C/C=1C=C2C(=NC1)OC(=N2)C=2C=NC=CC2